CC(=O)C1=CC=C(C=C1)[N+](=O)[O-] 4-Nitroacetophenone